C(#N)C1=CC=C(CNC(=O)C=2C(N(C3=C(N=CC=C3C2)OCC2(CC2)S(=O)(=O)\N=C(\C)/OC)C)=O)C=C1 methyl (Z)-N-((1-(((3-((4-cyanobenzyl)carbamoyl)-1-methyl-2-oxo-1,2-dihydro-1,7-naphthyridin-8-yl)oxy)methyl)cyclopropyl)sulfonyl)acetimidate